4-(2,6-Bis(benzyloxy)-4-propylphenyl)-1-(2-fluoroethyl)-5-methylindolin-2-one C(C1=CC=CC=C1)OC1=C(C(=CC(=C1)CCC)OCC1=CC=CC=C1)C1=C2CC(N(C2=CC=C1C)CCF)=O